[2H]C(C1(CC(C1)=O)C)(O)[2H] 3-[dideutero(hydroxy)methyl]-3-methylcyclobutanone